C1(CC1)C=1C=CC=2N(C1N1C[C@H]3CN(C([C@H]3C1)(C)C)S(=O)(=O)C)C=NC2 |r| rac-6-cyclopropyl-5-((3ar,6as)-4,4-dimethyl-5-(methylsulfonyl)hexahydropyrrolo[3,4-c]pyrrol-2(1H)-yl)imidazo[1,5-a]pyridine